3-((2-Oxo-2,3-dihydro-1H-benzo[d]imidazol-1-yl)methyl)benzoic acid O=C1NC2=C(N1CC=1C=C(C(=O)O)C=CC1)C=CC=C2